2-(o-tolyloxy)nicotinoyl chloride C1(=C(C=CC=C1)OC1=C(C(=O)Cl)C=CC=N1)C